FC(C=1C(=NC=CC1)C1CCC(CC1)C1=CC=2C(=NC(=CN2)C)N(C1=O)CC1=NC=CC=C1C(F)(F)F)F 7-((1r,4r)-4-(3-(Difluoromethyl)pyridin-2-yl)cyclohexyl)-3-methyl-5-((3-(trifluoromethyl)pyridin-2-yl)methyl)pyrido[2,3-b]pyrazin-6(5H)-one